2-oxo-4-methylthiobutanoic acid isopropyl ester C(C)(C)OC(C(CCC)=O)=S